C1(=CC=CC2=CC=CC=C12)OCCCC1=CC(=NO1)C(=O)OCC ethyl 5-(3-(naphthalen-1-yloxy)propyl)isoxazole-3-carboxylate